[O-2].[Y+2] Yttrium monoxid